N1=NN(C2=NC=CC=C21)C2=CC(=C(C(=O)N([C@H]1CNCCC1)C1=NC=CC3=C1C=C(S3)C3=CC=C(C=C3)CO)C=C2)F (R)-4-(3H-[1,2,3]triazolo[4,5-b]pyridin-3-yl)-2-fluoro-N-(2-(4-(hydroxymethyl)phenyl)thieno[3,2-c]pyridin-4-yl)-N-(piperidin-3-yl)benzamide